BrC=1C=C2C(=NC1)NCN2C2CCN(CC2)C(C2=CC=C(C=C2)OC(F)(F)F)=O 6-bromo-1-[1-[4-(trifluoromethoxy)benzoyl]-4-piperidyl]-3H-imidazo[4,5-b]pyridin